1-(2,6-dichlorophenyl)-4-((4-(5-methyl-[1,2,4]triazolo[4,3-a]pyridin-3-yl)phenyl)amino)-1H-pyrazole-3-carboxamide ClC1=C(C(=CC=C1)Cl)N1N=C(C(=C1)NC1=CC=C(C=C1)C1=NN=C2N1C(=CC=C2)C)C(=O)N